FC1=C(C=C(C(=O)O)C=C1C(F)(F)F)OCOC 4-fluoro-3-(methoxymethoxy)-5-(trifluoromethyl)benzoic acid